diphenethylmethylene(cyclopentadienyl)(2,7-dimethyl-3,6-di-tert-butylfluorenyl)zirconium dichloride [Cl-].[Cl-].C(CC1=CC=CC=C1)C(CCC1=CC=CC=C1)=[Zr+2](C1=C(C(=CC=2C3=CC(=C(C=C3CC12)C)C(C)(C)C)C(C)(C)C)C)C1C=CC=C1